octenyl-octyl-phosphinic acid C(=CCCCCCC)P(O)(=O)CCCCCCCC